3-benzylsulfanyl-3-(1,3-dihydroxypropyl)azetidine-1-carboxylic acid tert-butyl ester C(C)(C)(C)OC(=O)N1CC(C1)(C(CCO)O)SCC1=CC=CC=C1